CC=1C(=NC(=NC1)NC1CCC(CC1)N)C1=CN=C2N1C=C(C=C2)NC=2C=NC=C(C2)C (1r,4r)-N1-(5-Methyl-4-(6-((5-methylpyridin-3-yl)amino)imidazo[1,2-a]pyridin-3-yl)pyrimidin-2-yl)cyclohexane-1,4-diamine